ClC1=CC2=C(N(C(N=C2N2C[C@H](N(C[C@@H]2C)C(=O)OC(C)(C)C)C)=O)C2=C(C=C(C=C2C)S(=O)C)C(C)C)N=C1C1=C(C=CC=C1)F tert-Butyl (2R,5S)-4-(6-chloro-7-(2-fluorophenyl)-1-(2-isopropyl-6-methyl-4-(methylsulfinyl)phenyl)-2-oxo-1,2-dihydropyrido[2,3-d]pyrimidin-4-yl)-2,5-dimethylpiperazine-1-carboxylate